P(OC(C(C(C)C)=O)=[N+]=[N-])([O-])=O dimethyl(1-diazo-2-oxopropyl) phosphonate